(4Z)-4-(2-Amino-1,5-dihydro-5-oxo-4H-imidazol-4-ylidene)-2-bromo-4,5,6,7-tetrahydro-pyrrolo[2,3-c]azepin-8(1H)-one NC=1NC(/C(/N1)=C\1/C2=C(C(NCC1)=O)NC(=C2)Br)=O